N(=C=S)C1=CC=C(C=C1)CCOC1=CC(=NC=C1)C(=O)O 4-[2-(4-isothiocyanatophenyl)ethoxy]pyridine-2-carboxylic acid